(+)-(2S)-2-(4,6-dimethylpyrimidin-2-yl)oxy-3-methoxy-3,3-diphenylpropionic acid CC1=NC(=NC(=C1)C)O[C@H](C(=O)O)C(C1=CC=CC=C1)(C1=CC=CC=C1)OC